FC([C@H](CCC(C)C)NC(OCC1C2=CC=CC=C2C=2C=CC=CC12)=O)=O 9H-Fluoren-9-ylmethyl [(2S)-1-fluoro-5-methyl-1-oxohexan-2-yl]carbamate